COC(=O)C1=CC=C(C=N1)[C@@H]1N([C@H](CC2=C1NC1=CC=CC=C21)C)C(=O)OC(C)(C)C tert-butyl (1S,3S)-1-(6-(methoxycarbonyl)pyridin-3-yl)-3-methyl-1,3,4,9-tetrahydro-2H-pyrido[3,4-b]indole-2-carboxylate